4-((4-(3-(Trifluoromethyl)phenyl)piperazin-1-yl)sulfonyl)aniline FC(C=1C=C(C=CC1)N1CCN(CC1)S(=O)(=O)C1=CC=C(N)C=C1)(F)F